Iron tris(2-ethylhexanoate) C(C)C(C(=O)[O-])CCCC.C(C)C(C(=O)[O-])CCCC.C(C)C(C(=O)[O-])CCCC.[Fe+3]